Allyl-isocyanuric acid C(C=C)N1C(=O)NC(=O)NC1=O